7-(4-bromo-3-chloro-benzoyl)-2-[4-(cyclopropoxy)phenyl]-3-oxo-N-[rac-(1R)-1-[4-(2-amino-2-oxo-ethoxy)-2-pyrazol-1-yl-phenyl]ethyl]-6,8-dihydro-5H-imidazo[1,5-a]pyrazine-1-carboxamide BrC1=C(C=C(C(=O)N2CC=3N(CC2)C(N(C3C(=O)N[C@H](C)C3=C(C=C(C=C3)OCC(=O)N)N3N=CC=C3)C3=CC=C(C=C3)OC3CC3)=O)C=C1)Cl |r|